3-(3-amino-5-chloro-anilino)piperidine-2,6-dione NC=1C=C(NC2C(NC(CC2)=O)=O)C=C(C1)Cl